N-ethyl-N-(3-sulfobenzyl)-phenylamine C(C)N(CC1=CC(=CC=C1)S(=O)(=O)O)C1=CC=CC=C1